6-bromo-7-methoxy-[1,2,4]triazolo[1,5-a]pyridin-2-amine BrC=1C(=CC=2N(C1)N=C(N2)N)OC